COC(C1=CC(=CC=C1)C1=NC=C(C=N1)O)=O 3-(5-hydroxy-pyrimidin-2-yl)-benzoic acid methyl ester